[Cl-].[Cl-].C1(=C(C(=CC(=C1)C)C)N1[C-2]N(CC1)C1=C(C=C(C=C1C)C)C)C 1,3-bis(mesityl)-2,2-imidazolidinediide dichloride